diethyleneglycol ethyl ether C(C)OCCOCCO